rac-2-bromopropanamide Br[C@@H](C(=O)N)C |r|